C(C)(C)(C)OC(=O)N(C(OC(C)(C)C)=O)CC=1SC=C(N1)C#N tert-butyl N-(tert-butoxycarbonyl)-N-[(4-cyano-1,3-thiazol-2-yl)methyl]carbamate